C(CCCC\C=C/CCCC\C=C/CCCCC)(=O)O (6Z,12Z)-octadeca-6,12-dienoic acid